FC1=CC=C(C=C1)[C@H]1[C@@H](C1)NCCC[C@@H](C(=O)N1CCN(CC1)C)NC(C1=CC=C(C=C1)C1=NC=CC=N1)=O N-((S)-5-((1R,2S)-2-(4-fluorophenyl)cyclopropylamino)-1-(4-methylpiperazin-1-yl)-1-oxopentan-2-yl)-4-(pyrimidin-2-yl)benzamide